CC=1C=C(C=CC1C)C(C)NC(CN1C(N(C2=C(C1=O)C=CC(=N2)C(F)(F)F)C)=O)=O N-[1-(3,4-Dimethylphenyl)ethyl]-1,4-dihydro-1-methyl-2,4-dioxo-7-(trifluoromethyl)pyrido[2,3-d]pyrimidine-3(2H)-acetamide